N-(2-((2-methoxyethoxy)methoxy)-5-(3-methyl-1-oxo-6-phenyl-3,4-dihydroisoquinolin-2(1H)-yl)phenyl)methanesulfonamide COCCOCOC1=C(C=C(C=C1)N1C(C2=CC=C(C=C2CC1C)C1=CC=CC=C1)=O)NS(=O)(=O)C